(1S,3S)-3-(4-(5-(((Isobutyl(methyl)carbamoyl)oxy)methyl)-1-methyl-1H-pyrazol-4-yl)phenoxy)cyclohexan C(C(C)C)N(C(=O)OCC1=C(C=NN1C)C1=CC=C(OC2CCCCC2)C=C1)C